ClC1=NC(=NC(=N1)NC(C)(C)C)NCC 2-chloro-4-tert-butylamino-6-ethylamino-1,3,5-triazine